CC1=NC(=CC=C1N1CCN(CC1)CC=1C=CC=2C=3N(C(NC2C1)=O)N=CN3)C(NC)=O 8-((4-(2-methyl-6-(methylcarbamoyl)pyridin-3-yl)piperazin-1-yl)methyl)-[1,2,4]triazolo[1,5-c]quinazolin-5(6H)-one